CC=1C(=C(C(=NC1)C(=O)O)C1(CCC1)OC)N methyl-3-[(3-trans-methoxy)cyclobutyl]-amino-pyridine-2-carboxylic acid